ClC=1C=C(C=CC1Cl)N1CC(N(CC1)C(=O)C1=CC(NC2=CC=CC=C12)=O)C(=O)NCC1OCC1 4-(3,4-dichlorophenyl)-N-(oxetan-2-ylmethyl)-1-(2-oxo-1,2-dihydroquinoline-4-carbonyl)piperazine-2-carboxamide